C(C1=CC=CC=C1)NC(=O)C1(N(C(C(C1C)O)=O)C)C(=O)OCC ethyl 2-(benzylcarbamoyl)-4-hydroxy-1,3-dimethyl-5-oxopyrrolidine-2-carboxylate